4-(3-bromoanilino)-2'-methyl-2',3'-dihydrospiro[cyclohexane-1,1'-indene]-4-carboxylic acid BrC=1C=C(NC2(CCC3(C(CC4=CC=CC=C34)C)CC2)C(=O)O)C=CC1